ALUMINUM HYDROXIDE [OH-].[Al+3].[OH-].[OH-]